2''-(difluoromethyl)-N-(3-(1,4-dimethyl-1H-imidazol-5-yl)-1,2,4-thiadiazol-5-yl)-3-fluoro-5''-methoxy-2-oxo-2H-[1,2':4',4''-terpyridine]-5'-carboxamide FC(C1=NC=C(C(=C1)C1=CC(=NC=C1C(=O)NC1=NC(=NS1)C1=C(N=CN1C)C)N1C(C(=CC=C1)F)=O)OC)F